CC(CC(=O)N1CCN(C2=CC=CC=C12)C(=O)NCC1CCN(CC1)C)C 4-(3-methylbutanoyl)-N-((1-methylpiperidin-4-yl)methyl)-3,4-dihydroquinoxaline-1(2H)-carboxamide